N-(3,3-diphenylallyl)-2-fluoro-N-((R)-1-(4-methoxyphenyl)ethyl)propanamide C1(=CC=CC=C1)C(=CCN(C(C(C)F)=O)[C@H](C)C1=CC=C(C=C1)OC)C1=CC=CC=C1